(R)-5-((6-(3-Methoxypyrrolidin-1-yl)imidazo[1,2-b]pyridazin-3-yl)ethynyl)-N-(4-((4-methylpiperazin-1-yl)methyl)-3-(trifluoromethyl)phenyl)nicotinamide CO[C@H]1CN(CC1)C=1C=CC=2N(N1)C(=CN2)C#CC=2C=NC=C(C(=O)NC1=CC(=C(C=C1)CN1CCN(CC1)C)C(F)(F)F)C2